ethylpiperidine-1-carboxylate C(C)OC(=O)N1CCCCC1